C(#N)C1=C(N=C2N1C=CC(=C2)C(=O)NC2CCC(CC2)(C)O)C2=C(C=CC=C2C=2C(=NN(C2)C)F)F 3-cyano-2-(2-fluoro-6-(3-fluoro-1-methyl-1H-pyrazol-4-yl)phenyl)-N-((1r,4r)-4-hydroxy-4-methylcyclohexyl)imidazo[1,2-a]pyridine-7-carboxamide